N-allyl-4-methyl-N-(prop-2-ynyl)benzenesulfonamide C(C=C)N(S(=O)(=O)C1=CC=C(C=C1)C)CC#C